3-(2-chlorophenyl)-5-trifluoromethyl-1,3,4-oxadiazole ClC1=C(C=CC=C1)N1COC(=N1)C(F)(F)F